4-((S)-3-(((R)-1-(1-naphthyl)ethyl)amino)-1-pyrrolidinyl)phenylacetic acid C1(=CC=CC2=CC=CC=C12)[C@@H](C)N[C@@H]1CN(CC1)C1=CC=C(C=C1)CC(=O)O